IC1=C(C=C(C=C1I)I)C1CCOCC1 4-(2,3,5-triiodophenyl)tetrahydropyran